C[C@]12[C@H]3CC[C@@]4(C=CC[C@H]4[C@@H]3CC[C@H]2CC(CC1)=O)C (5S,8R,9S,10S,13R,14S)-10,13-dimethyl-1,2,4,5,6,7,8,9,11,12,14,15-dodecahydrocyclopenta[a]phenanthren-3-one